1,1-bis(t-butylperoxy)-3,3,5-trimethyl-cyclohexan C(C)(C)(C)OOC1(CC(CC(C1)C)(C)C)OOC(C)(C)C